CC1=CC=CC(=N1)C1=NC=CC(=N1)NC1=NC(=NC=C1)NC1=CC(=CC=C1)CN1C[C@H](N[C@H](C1)C)C |r| N4-[2-(6-methyl-2-pyridyl)pyrimidin-4-yl]-N2-[3-[[rac-(3R,5S)-3,5-dimethylpiperazin-1-yl]methyl]phenyl]pyrimidine-2,4-diamine